2-fluorenylpyridine C1(=CC=CC=2C3=CC=CC=C3CC12)C1=NC=CC=C1